2-[[5-amino-2-[8-(prop-2-enoylamino)-2-naphthyl]pyrimidine-4-carbonyl]amino]acetic acid NC=1C(=NC(=NC1)C1=CC2=C(C=CC=C2C=C1)NC(C=C)=O)C(=O)NCC(=O)O